(3S,4R)-4-({6-chloro-3-methyl-1H-pyrazolo[3,4-d]pyrimidin-4-yl}oxy)-1-(2,2-difluoroethyl)-3-fluoropiperidine ClC1=NC(=C2C(=N1)NN=C2C)O[C@H]2[C@H](CN(CC2)CC(F)F)F